5-(4-tertbutyl-phenyl)-1,3,4-oxadiazole C(C)(C)(C)C1=CC=C(C=C1)C1=NN=CO1